C(#N)C1=CC=C(C=C1)N1CCN(CC1)C(=O)O 4-(4-cyanophenyl)piperazine-1-carboxylic acid